(ethylenedioxy)dimethanol (3R,4R)-tert-Butyl-3-hydroxy-4-(methoxy-methoxy)-pyrrolidine-1-carboxylate C(C)(C)(C)C1N(C[C@H]([C@@H]1O)OCOC)C(=O)OCOCCOCO